2-bromo-4-(4-fluorophenyl)-6,7-dihydro-5H-[1,2,4]Triazolo[1,5-a]Pyrimidine BrC1=NN2C(N(CCC2)C2=CC=C(C=C2)F)=N1